4-(3-(4-(azetidin-3-ylethynyl)-1H-imidazol-2-yl)-1H-indazol-6-yl)-3-ethylphenol N1CC(C1)C#CC=1N=C(NC1)C1=NNC2=CC(=CC=C12)C1=C(C=C(C=C1)O)CC